CC=1C=NC2=C3C(=CC=C2C1)C=CC=C3 3-methyl-benzoquinoline